C1(=CC=CC=C1)CCCCCCCC=1C=C(C=C(C1)O)O 5-(7-Phenylheptyl)benzene-1,3-diol